tert-Butyl (2S,3S)-2-[(3-{[6-(aminomethyl)-3-methylpyridin-2-yl]oxy}phenyl)methyl]-3-[(methanesulfonyl)amino]pyrrolidine-1-carboxylate NCC1=CC=C(C(=N1)OC=1C=C(C=CC1)C[C@@H]1N(CC[C@@H]1NS(=O)(=O)C)C(=O)OC(C)(C)C)C